N1(C=NC=C1)CC=1C=C(C2=C(C(N(CCO2)C2=CC=NC3=C(C=C(C=C23)CC)C(=O)O)=O)C1)C=1C(=NN(C1)C)C(F)(F)F 4-(7-((1H-imidazol-1-yl)methyl)-9-(1-methyl-3-(trifluoromethyl)-1H-pyrazol-4-yl)-5-oxo-2,3-dihydrobenzo[f][1,4]oxazepin-4(5H)-yl)-6-ethylquinoline-8-carboxylic acid